C(C)(=O)O[C@@]1(CC[C@H]2[C@@H]3CCC4=CC(CCC4=C3[C@H](C[C@]12C)C1=CC=C(C=C1)N(CCCCCCC=O)C)=O)C(C)=O (8S,11R,13S,14S,17R)-17-acetyl-13-methyl-11-(4-(methyl(7-oxoheptyl)amino)phenyl)-3-oxo-2,3,6,7,8,11,12,13,14,15,16,17-dodecahydro-1H-cyclopenta[a]phenanthren-17-yl acetate